FC=1C=CC(=C(C1)CC=1C=CC=C2C[C@H](C(N(C12)C)=O)NC(=O)N)C ((3R)-8-((5-fluoro-2-methylphenyl)methyl)-1-methyl-2-oxo-1,2,3,4-tetrahydroquinolin-3-yl)urea